OC1CC2(CC1)CCN(CC2)C(=O)OC(C)(C)C tert-Butyl 2-hydroxy-8-azaspiro[4.5]decane-8-carboxylate